COC1=CC=C(C=C1)C(C)(C)C=1N=C(SC1)NC(C1=CC(=CC=C1)OCCCCN1CCNCC1)=O N-(4-(2-(4-methoxyphenyl)propan-2-yl)thiazol-2-yl)-3-(4-(piperazin-1-yl)butoxy)benzamide